3-(5-(((R)-1-isobutylazepan-3-yl)oxy)-1-oxoisoindolin-2-yl)piperidine-2,6-dione C(C(C)C)N1C[C@@H](CCCC1)OC=1C=C2CN(C(C2=CC1)=O)C1C(NC(CC1)=O)=O